OCCNC(OC1CCC(CC1)C(N(CC12CCC(CC1)(CC2)C2=CC(=C(C=C2)OC)C)C2=NC=CC(=C2)C=2C=NN(C2)C(C)C)=O)=O 4-((4-(1-Isopropyl-1H-pyrazol-4-yl)pyridin-2-yl)((4-(4-methoxy-3-methylphenyl)bicyclo[2.2.2]octan-1-yl)methyl)carbamoyl)cyclohexyl (2-hydroxyethyl)trans-carbamate